C1=CC=C(C=C1)C(CN)O β-PHENYLETHANOLAMINE